1-(2-(4-ethylpiperazin-1-yl)ethyl)-3-(3-(5-methoxythiazolo[4,5-b]pyridin-6-yl)-1-((2-(trimethylsilyl)ethoxy)methyl)-1H-pyrrolo[2,3-b]pyridin-6-yl)urea C(C)N1CCN(CC1)CCNC(=O)NC1=CC=C2C(=N1)N(C=C2C=2C=C1C(=NC2OC)N=CS1)COCC[Si](C)(C)C